CC1(N(CCCC1=O)C(=O)OC(C)(C)C)C tert-butyl 2,2-dimethyl-3-oxopiperidine-1-carboxylate